N-((1s,4s)-4-((1r,3r)-3-Fluorocyclobutoxy)cyclohexyl)-5,6-dihydrobenzo[f]imidazo[1,5-d][1,4]oxazepine-10-carboxamide FC1CC(C1)OC1CCC(CC1)NC(=O)C=1C=CC2=C(C=3N(CCO2)C=NC3)C1